C(C)(C)OC1=C(C=C(C=C1)C1=NC(=NO1)C1=CC=C(C2=CC=CC=C12)CN1CC(C1)C(=O)O)C(F)(F)F ((4-(5-(4-isopropoxy-3-(trifluoromethyl)phenyl)-1,2,4-oxadiazol-3-yl)naphthalen-1-yl)methyl)azetidine-3-carboxylic acid